(2R)-2-{[(tert-butoxy)carbonyl]amino}-2-(3-chlorophenyl)acetic acid C(C)(C)(C)OC(=O)N[C@@H](C(=O)O)C1=CC(=CC=C1)Cl